C(OC)(OC(CC=C)CCCCCCC)=O methyl undec-1-en-4-yl carbonate